(cis)-3-(6-bromo-4-chloro-1-((2-(trimethylsilyl)ethoxy)methyl)-1H-benzo[d]imidazol-2-yl)-1-methylcyclobutan-1-ol BrC=1C=C(C2=C(N(C(=N2)C2CC(C2)(O)C)COCC[Si](C)(C)C)C1)Cl